ClC=1C=NC(=NC1)C=1C=C(C(=NC1)C=1OC2=C(N1)C=C(C=C2)N=S(C(F)(F)F)=O)S(=O)(=O)CC [2-[5-(5-Chloropyrimidin-2-yl)-3-ethylsulfonyl-2-pyridyl]-1,3-benzoxazol-5-yl]iminooxo(trifluoromethyl)-λ6-sulfan